tert-butyloxycarbonyl-6-amino-hexanoic acid C(C)(C)(C)OC(=O)C(C(=O)O)CCCCN